1,9-dibromoanthracene BrC1=CC=CC2=CC3=CC=CC=C3C(=C12)Br